2-({[(tert-butoxy)carbonyl]Amino}methyl)-1-ethyl-3-methyl-6-(trifluoromethyl)-1H-1,3-benzodiazol-3-ium iodide [I-].C(C)(C)(C)OC(=O)NCC1=[N+](C2=C(N1CC)C=C(C=C2)C(F)(F)F)C